C(C)C1=C(C=CC=C1)C1=NCC2=NN=C(N2C=2SC=3CC(CC3C12)C(=O)N1CCOCC1)C 9-(2-Ethylphenyl)-3-methyl-13-(morpholine-4-carbonyl)-16-thia-2,4,5,8-tetraazatetracyclo[8.6.0.02,6.011,15]hexadeca-1(10),3,5,8,11(15)-pentaene